OCCON1CCN(CC1)CCS(=O)(=O)O N-(2-hydroxyethoxy)piperazine-N'-ethanesulfonic acid